FC(N1N=C(C=C1)C1=CC(=CC(=N1)C#N)C1=CC=C(C=C1)F)F 6-(1-(difluoromethyl)-1H-pyrazol-3-yl)-4-(4-fluorophenyl)picolinonitrile